ClC=1C=C(C(=O)NC2=CC(=CC=C2)[C@H](C)NC=2C=NC=3C(N2)=NN(C3)CC)C=CC1CN1CC(C1)O (S)-3-chloro-N-(3-(1-((2-ethyl-2H-pyrazolo[3,4-b]pyrazin-6-yl)amino)ethyl)phenyl)-4-((3-hydroxyazetidin-1-yl)methyl)benzamide